COC1=C(C(=O)NC2(CC2)C=2OC(=NN2)C=2SC=CC2)C=CC(=C1)N1CCOCC1 2-methoxy-4-morpholino-N-(1-(5-(thiophen-2-yl)-1,3,4-oxadiazol-2-yl)cyclopropyl)benzamide